(E)-3-o-methylphenyl-1H-pyrazole-5-carboxamide CC1=C(C=CC=C1)C1=NNC(=C1)C(=O)N